S(=O)(=O)(O)O.FC(C(C(C(F)(F)F)(F)F)(F)F)(F)F perfluorobutane sulfate